CC1=CC=CC(=N1)C1=NC=CC(=N1)NC1=NC(=NC=C1)NC=1C=C(C=NC1)C(=O)OCC1CNC1 azetidin-3-ylmethyl 5-[[4-[[2-(6-methyl-2-pyridyl)pyrimidin-4-yl]amino]pyrimidin-2-yl]amino]pyridine-3-carboxylate